CN(C)CC1CCN(CC1)C1=NC=C(C=C1NS(=O)(=O)C1CC1)C1=CC=2C3=C(C=NC2C=C1)N(C(C31CC1)=O)C N-(2-(4-((Dimethylamino)methyl)piperidin-1-yl)-5-(3'-methyl-2'-oxo-2',3'-dihydrospiro[cyclopropane-1,1'-pyrrolo[2,3-c]quinolin]-8'-yl)pyridin-3-yl)cyclopropanesulfonamide